Cl.ClC1=C(C(=O)NC2=C3C=NN(C3=CC=C2)C2CCNCC2)C=C(C=C1)CNC(C(C)(C)C)=O 2-chloro-5-{[(2,2-dimethylpropionyl)amino]methyl}-N-[1-(piperidin-4-yl)-1H-indazol-4-yl]benzamide hydrochloride